2-((3aR,6aS)-3a,6a-dimethylhexahydropyrrolo[3,4-c]pyrrol-2(1H)-yl)-N-(4-((E)-5-hydroxy-1-(4-hydroxyphenyl)-2-phenylpent-1-en-1-yl)phenyl)acetamide C[C@@]12[C@@](CNC1)(CN(C2)CC(=O)NC2=CC=C(C=C2)/C(=C(/CCCO)\C2=CC=CC=C2)/C2=CC=C(C=C2)O)C